Cl.NC1=C(N=C(N=N1)C1=C(C=CC=C1)O)N1CCNCC1 2-(6-amino-5-(piperazin-1-yl)-1,2,4-triazin-3-yl)phenol hydrochloride